O=C1NCCC12C1CN(CC2CC1)C(=O)OC(C)(C)C tert-butyl 2'-oxo-3-azaspiro[bicyclo[3.2.1]octane-8,3'-pyrrolidine]-3-carboxylate